(R)-4-benzyl-3-((S)-4-((tert-butyldimethylsilyl)oxy)-2-(cyclohexylmethyl)butyryl)oxazolidin-2-one C(C1=CC=CC=C1)[C@H]1N(C(OC1)=O)C([C@H](CCO[Si](C)(C)C(C)(C)C)CC1CCCCC1)=O